N[C@H](C(=O)O)CC1=CC(=CC=C1)N=[N+]=[N-] (S)-2-amino-3-(3-azidophenyl)propanoic acid